[Si](C)(C)(C(C)(C)C)OC1C(CN(C1)C(=O)OC(C)(C)C)(C)C=O tert-butyl 4-((tert-butyldimethylsilyl)oxy)-3-formyl-3-methylpyrrolidine-1-carboxylate